4-ethynyl-2-methyl-3,5,6-trifluorobenzyl (1RS)-trans-3-(2,2-dichloro-1-ethenyl)-2,2-dimethylcyclopropanecarboxylate ClC(=C[C@H]1C([C@@H]1C(=O)OCC1=C(C(=C(C(=C1F)F)C#C)F)C)(C)C)Cl